FC(C1=NN=C(S1)C1=CN=C2N1C=C(C=C2N2C[C@@H]1N(CC2)C(CC1)=O)S(=O)(=O)NC1(CC1)C)F (R)-3-(5-(difluoromethyl)-1,3,4-thiadiazol-2-yl)-N-(1-methylcyclopropyl)-8-(6-oxohexahydropyrrolo[1,2-a]pyrazin-2(1H)-yl)imidazo[1,2-a]pyridine-6-sulfonamide